N-(4-methylphenyl)maleimide CC1=CC=C(C=C1)N1C(C=CC1=O)=O